BrC1=CC=C2C(N(C(NC2=C1)=O)C)=O 7-bromo-3-methylquinazolin-2,4(1H,3H)-dione